(2S)-4-[2-{[2-(Dimethylamino)ethyl]amino}-2-oxo(1-13C)ethanesulfinyl]-2-[3-(dimethylamino)propanamido]-butanoic Acid CN(CCNC([13CH2]S(=O)CC[C@@H](C(=O)O)NC(CCN(C)C)=O)=O)C